NC1=CC=CC=2N(C(NC21)=O)C2CCC(CC2)C(=O)NC2=CC(=C(C=C2)C)OC 4-(4-amino-2-oxo-2,3-dihydro-1H-1,3-benzodiazol-1-yl)-N-(3-methoxy-4-methylphenyl)cyclohexane-1-carboxamide